N-(2-hydroxyethyl)-bis[2-(ethoxycarbonyl)ethyl]amine OCCN(CCC(=O)OCC)CCC(=O)OCC